aminonicotinic acid C1=CC(=C(N=C1)N)C(=O)O